CC1=C(C=CC(=C1)N1CCNCC1)C1C(NC(CC1)=O)=O 3-(2-methyl-4-(piperazin-1-yl)phenyl)piperidine-2,6-dione